3-(4-methoxyphenyl)-4-phenylthiazolidine-2-carboxylic acid ethyl ester C(C)OC(=O)C1SCC(N1C1=CC=C(C=C1)OC)C1=CC=CC=C1